3-(5-((8-(1-ethyl-3-(trifluoromethyl)-1H-pyrazol-4-yl)-6-((3-methylimidazolidin-1-yl)methyl)-4-oxochroman-3-yl)methyl)-2-fluorophenyl)piperidine-2,6-dione C(C)N1N=C(C(=C1)C=1C=C(C=C2C(C(COC12)CC=1C=CC(=C(C1)C1C(NC(CC1)=O)=O)F)=O)CN1CN(CC1)C)C(F)(F)F